C(C1=CC=CC=C1)OC=1C=CC2=C(C(=C(O2)C)C2=NC=CC(=N2)CO)C1 {2-[5-(benzyloxy)-2-methyl-1-benzofuran-3-yl]pyrimidin-4-yl}methanol